N-(2-chloro-4-(trifluoromethyl)phenyl)-2-(6-ethyl-8-oxo-7-(piperazin-1-yl)-2-(prop-1-yn-1-yl)pyrido[2,3-b]pyrazin-5(8H)-yl)acetamide trifluoroacetate FC(C(=O)O)(F)F.ClC1=C(C=CC(=C1)C(F)(F)F)NC(CN1C(=C(C(C=2C1=NC=C(N2)C#CC)=O)N2CCNCC2)CC)=O